C(C)(C)(C)OC(N[C@H]1CN(CC1)C1=C(C=CC=C1C=O)F)=O [(R)-1-(2-Fluoro-6-formylphenyl)-pyrrolidin-3-yl]-carbamic acid tert-butyl ester